N-{[4-(2,2-dimethylcyclopropyl)-2,5-dioxoimidazolidin-4-yl]methyl}-2-phenyl-2H-1,2,3-triazole-4-carboxamide CC1(C(C1)C1(NC(NC1=O)=O)CNC(=O)C1=NN(N=C1)C1=CC=CC=C1)C